5-(tert-butyl)-2-methyl-2,4-dihydro-3H-pyrazol-3-one C(C)(C)(C)C=1CC(N(N1)C)=O